1-(4-fluorophenyl)-4-methyl-6-oxopyrimidine-5-carboxamide FC1=CC=C(C=C1)N1C=NC(=C(C1=O)C(=O)N)C